tert-butyl 4-((S)-7-(6-(bis(4-methoxybenzyl) amino)-4-methyl-3-(trifluoromethyl) pyridin-2-yl)-6-chloro-8-fluoro-2-(methylthio) quinazolin-4-yl)-3-methylpiperazine-1-carboxylate COC1=CC=C(CN(C2=CC(=C(C(=N2)C2=C(C=C3C(=NC(=NC3=C2F)SC)N2C(CN(CC2)C(=O)OC(C)(C)C)C)Cl)C(F)(F)F)C)CC2=CC=C(C=C2)OC)C=C1